COC1=C(CNC(OC(C)(C)C)=O)C=CC(=C1)B1OC(C(O1)(C)C)(C)C tert-butyl (2-methoxy-4-(4,4,5,5-tetramethyl-1,3,2-dioxaborolan-2-yl)benzyl)carbamate